(R)-4-(3-acrylamidocyclohex-1-en-1-yl)-3-chloro-5-fluoro-2-methyl-1H-indole-7-carboxamide C(C=C)(=O)N[C@H]1C=C(CCC1)C1=C2C(=C(NC2=C(C=C1F)C(=O)N)C)Cl